BrC1=C(CC=2OC3=C(C=C(C=C3C(C2)=O)C)C(C)O)C=C(C=C1)F (2-bromo-5-fluorobenzyl)-8-(1-hydroxyethyl)-6-methyl-4H-chromen-4-one